C1(CCCCC1)OC1=CC=C(C=C1)C1=NC(=C(C(=N1)C)C(=O)NC(C(=O)NC)CC(=O)N)C [2-[4-(cyclohexoxy)phenyl]-4,6-dimethyl-pyrimidine-5-carbonyl]amino-N-methyl-butanediamide